3-((2H-tetrazol-5-yl)ethynyl)-N-(3-methoxy-1-oxoisoindol-4-yl)benzenesulfonamide N=1NN=NC1C#CC=1C=C(C=CC1)S(=O)(=O)NC1=C2C(=NC(C2=CC=C1)=O)OC